O[C@]1(CCN(CC12CCCC2)C([C@@H](CC(F)(F)F)CO)=O)CN2C=C(C(=CC2=O)C2=CC=CC=C2)C(=O)O 1-(((S)-10-Hydroxy-7-((S)-4,4,4-trifluoro-2-(hydroxymethyl)butanoyl)-7-azaspiro[4.5]decan-10-yl)methyl)-6-oxo-4-phenyl-1,6-dihydropyridine-3-carboxylic acid